[N+](=O)([O-])N([Co-2](N)(N)(N)Cl)[N+](=O)[O-] dinitrotetraaminocobalt (III) monochloride